tert-Butyl (5-(benzyloxy)-2-chloro-4-(7-fluoro-1-(tetrahydro-2H-pyran-2-yl)-1H-indazole-4-carbonyl)pyridin-3-yl)carbamate C(C1=CC=CC=C1)OC=1C(=C(C(=NC1)Cl)NC(OC(C)(C)C)=O)C(=O)C=1C=2C=NN(C2C(=CC1)F)C1OCCCC1